C(CC)N([SiH](N(CCC)CCC)N(CCC)CCC)CCC hexapropylsilanetriamine